(S)-1-((6-fluoro-2-(2-methyl-[1,1'-biphenyl]-3-yl)benzo[d]oxazol-5-yl)methyl)pyrrolidin-3-ol FC1=CC2=C(N=C(O2)C=2C(=C(C=CC2)C2=CC=CC=C2)C)C=C1CN1C[C@H](CC1)O